FC(CN1N=CC(=C1)C1=NC=CC(=N1)NC1=CC(=C(C=N1)C1=NC=C(C=C1)OC1CCN(CC1)C)NC1CCC(CC1)F)F N6'-(2-(1-(2,2-Difluoroethyl)-1H-pyrazol-4-yl)pyrimidin-4-yl)-N4'-((1s,4s)-4-fluorocyclohexyl)-5-((1-methylpiperidin-4-yl)oxy)-[2,3'-bipyridine]-4',6'-diamine